FC1=NC=CC(=C1)C12C3CC3C(C(C1)O)O2 (2-fluoropyridin-4-yl)-6-hydroxy-8-oxatricyclo[3.2.1.02,4]octane